o-(2-nitrobenzyloxy)benzamide [N+](=O)([O-])C1=C(COC2=C(C(=O)N)C=CC=C2)C=CC=C1